OC1(CCN(CC1)C(=O)OC(C)(C)C)C1=CC=C(C=C1)C(F)(F)F tert-butyl 4-hydroxy-4-(4-(trifluoromethyl)phenyl)piperidine-1-carboxylate